2-(2,6-Difluorophenyl)ethan FC1=C(C(=CC=C1)F)CC